(1R,2S)-N-((S)-2-(dimethylamino)-3-(4-hydroxy-2-methylphenyl)-propyl)-2-methyl-2-phenylcyclopropane-1-carboxamide CN([C@H](CNC(=O)[C@H]1[C@](C1)(C1=CC=CC=C1)C)CC1=C(C=C(C=C1)O)C)C